10-bromo-5-(4-fluorophenyl)-8H-benzo[e]pyrrolo[1,2-a][1,2,3]triazolo[5,1-c][1,4]diazepine BrC1=CC2=C(N3C(C=4N(C2)C=C(C4)C4=CC=C(C=C4)F)=CN=N3)C=C1